C(C)S(=O)(=O)C=1C(=NC=CC1)C=1SC2=C(N1)C=C(C=C2)C(F)(F)F 2-(3-ethylsulfonylpyridin-2-yl)-5-trifluoromethyl-benzothiazole